CC(C(CCC)=O)CCC(C(C)C)=O (E)-5,9-dimethyldecane-4,8-dialdehyde